ethyl 5-((3-hydroxy-3-(trifluoromethyl)cyclobutyl)methyl)-2-methylbenzofuran-3-carboxylate OC1(CC(C1)CC=1C=CC2=C(C(=C(O2)C)C(=O)OCC)C1)C(F)(F)F